NC([C@H](C[C@H]1C(NCC1)=O)NC(=O)[C@@H]1[C@H]2C([C@H]2CN1C([C@@H](NC(C(F)(F)F)=O)CCCCN(C)C)=O)(C)C)=O (1R,2S,5S)-N-((S)-1-Amino-1-oxo-3-((S)-2-oxopyrrolidin-3-yl)propan-2-yl)-3-(N6,N6-Dimethyl-N2-(2,2,2-trifluoroacetyl)-L-lysyl)-6,6-dimethyl-3-azabicyclo[3.1.0]Hexane-2-carboxamide